FC1=CC=C(C=C1)C1=NC(=NC(=N1)C1=CC=C(C=C1)F)OC 4,6-Bis(4-fluorophenyl)-2-methoxy-1,3,5-triazine